5-amino-3-((2-chloro-5-(methylcarbamoyl)phenyl)ethynyl)-1-(pyrrolidin-3-yl)-1H-pyrazole-4-carboxamide hydrochloride Cl.NC1=C(C(=NN1C1CNCC1)C#CC1=C(C=CC(=C1)C(NC)=O)Cl)C(=O)N